FC1=C(C=CC(=C1)C1=NC=2C=NC(=NC2N(C1=O)C(C)C)N[C@@H]1CNC[C@@H](C1)CF)NS(=O)(=O)[C@@H](C)C1=CC=CC=C1 (S)-N-(2-fluoro-4-(2-(((3S,5R)-5-(fluoromethyl)piperidin-3-yl)amino)-8-isopropyl-7-oxo-7,8-dihydropteridin-6-yl)phenyl)-1-phenylethane-1-sulfonamide